C(CCCCCCCCC(=O)OCCCCCCCC)(=O)OCCC(CCCCCCCCCCCC)OC(=O)OCCCN(CC)CC 1-(3-(((3-(diethylamino) propoxy) carbonyl) oxy) pentadecyl) 10-octyl sebacate